4-(1-(5-fluoropyridinoyl)pyrrolidin-3-yl)-2'-isopropylbiphenyl-3-carbaldehyde FC=1C=CC(=NC1)C(=O)N1CC(CC1)C1=C(C=C(C=C1)C1=C(C=CC=C1)C(C)C)C=O